COC(CCN1N=C(C=C1)N1C(CN(CC1)C(=O)OC(C)(C)C)=O)=O tert-butyl 4-[1-(3-methoxy-3-oxo-propyl)pyrazol-3-yl]-3-oxo-piperazine-1-carboxylate